C(C)OC(=O)C1=C(N(C=C1)C(=O)OC(C)(C)C)C1=CC=CC=C1 2-phenyl-1H-pyrrole-1,3-dicarboxylic acid 1-tert-butyl 3-ethyl ester